ClC=1C=C(C=C(C1)Cl)C=1OC2=C(N1)C=CC=C2 2-(3,5-DICHLORoPHENYL)-1,3-BENZOXAZOL